(1-((6-cyclopropyl-8-(4H-1,2,4-triazol-4-yl)imidazo[1,2-a]pyridin-2-yl)methyl)-1H-1,2,3-triazol-4-yl)methanol C1(CC1)C=1C=C(C=2N(C1)C=C(N2)CN2N=NC(=C2)CO)N2C=NN=C2